2-(2,6-Dioxopiperidin-3-yl)-5-(4-(2-fluoro-5-methoxy-4-((4-((2-methyl-3-oxoisoindolin-4-yl)oxy)-5-(trifluoromethyl)pyrimidin-2-yl)amino)benzyl)piperazin-1-yl)-isoindoline-1,3-dione O=C1NC(CCC1N1C(C2=CC=C(C=C2C1=O)N1CCN(CC1)CC1=C(C=C(C(=C1)OC)NC1=NC=C(C(=N1)OC1=C2C(N(CC2=CC=C1)C)=O)C(F)(F)F)F)=O)=O